2-((6-(3,5-dimethylpyrazol-4-yl)benzo[d]thiazol-2-yl)amino)-4-(pyrrolidin-1-ylmethyl)pyridine CC1=NNC(=C1C1=CC2=C(N=C(S2)NC2=NC=CC(=C2)CN2CCCC2)C=C1)C